N1=CC(=CC2=CC=CC=C12)OC1CCN(CC1)CC(=O)N1[C@@H](CCC1)C#N (S)-1-(2-(4-(Chinolin-3-yloxy)piperidin-1-yl)acetyl)pyrrolidin-2-carbonitril